C/C=C(\\C)/CC/C=C(\\C)/C(=O)OCC(C)(C)CC1=C(C2=CC=CC=C2C(=O)C1=O)O The molecule is a naphthoquinone isolated from Rhinacanthus nasutus and has been shown to exhibit antiviral activity. It has a role as a metabolite, an antiviral agent and an antineoplastic agent. It is a carboxylic ester, an enol, an enoate ester and a hydroxy-1,4-naphthoquinone.